C(C)(C)(C)[C@H]1N(S(C2=C(N(C1)C1=CC=CC=C1)C=C(C(=C2)C=2C=CC(=C(C(=O)[O-])C2)F)Cl)(=O)=O)C (R)-5-(3-(tert-butyl)-7-chloro-2-methyl-1,1-dioxido-5-phenyl-2,3,4,5-tetrahydrobenzo[f][1,2,5]thiadiazepin-8-yl)-2-fluorobenzoate